2-((S)- or (R)-2,2-Difluoro-cyclopropylmethyl)-5-[1-(2-fluoro-6-methyl-phenyl)-piperidin-4-yl]-7-(2-trifluoromethyl-benzyl)-2,4,5,7-tetrahydro-pyrazolo[3,4-d]pyrimidin-6-one FC1([C@@H](C1)CN1N=C2N(C(N(CC2=C1)C1CCN(CC1)C1=C(C=CC=C1C)F)=O)CC1=C(C=CC=C1)C(F)(F)F)F |o1:2|